tert-Butyl 3-(4-hydroxy-7-(2H-1,2,3-triazol-2-yl)benzo[d]oxazol-2-yl)-3,8-diazabicyclo[3.2.1]octane-8-carboxylate OC1=CC=C(C2=C1N=C(O2)N2CC1CCC(C2)N1C(=O)OC(C)(C)C)N1N=CC=N1